Cl.C1(CCC1)C1=NC(=NO1)C1(CCNCC1)C 4-(5-cyclobutyl-1,2,4-oxadiazol-3-yl)-4-methylpiperidine monohydrochloride